CN(C(=[N+](C)C)F)C tetramethyl-fluoroformamidinium